ClC1=C(C(=CC=C1)Cl)NC(=O)C=1C(=NC(=NC1)NC1=CC=C(C=C1)N1CCN(CC1)C)OCC(F)(F)F N-(2,6-dichlorophenyl)-2-{[4-(4-methylpiperazin-1-yl)phenyl]amino}-4-(2,2,2-trifluoroethoxy)pyrimidine-5-carboxamide